N[C@H](CO)C1CC1 (S)-2-amino-2-cyclopropylethan-1-ol